4-(4-bromobenzyl)-5,6-diphenylpyrimidine BrC1=CC=C(CC2=NC=NC(=C2C2=CC=CC=C2)C2=CC=CC=C2)C=C1